2-(2-Oxo-1-(2H)-pyridyl)-1,1,3,3-tetramethyluronium O=C1N(C=CC=C1)OC(=[N+](C)C)N(C)C